2-methoxyphenyl methyl carbonate C(OC1=C(C=CC=C1)OC)(OC)=O